7-bromo-N-tert-butyl-1H-indazole-5-sulfonamide BrC=1C=C(C=C2C=NNC12)S(=O)(=O)NC(C)(C)C